C(C)SC1=C(C=C(C=N1)B(O)O)C 6-(ETHYLTHIO)-5-METHYLPYRIDIN-3-YLBORONIC ACID